C1=CC=CC=2C3=CC=CC=C3C(C12)COC(=O)N[C@H](C(=O)O)CCN(C1=CC=CC=C1)CC (S)-2-((((9H-fluoren-9-yl)methoxy)carbonyl)amino)-4-(ethyl(phenyl)amino)butanoic acid